ClC=1C=C(C=CC1N1C(N(C=C1)C)=O)C1=C(C(=CC(=C1)F)C=1C=NC(=C(C1)N1CC2CCC(C1)N2C(C)C)C)O 1-(3-chloro-5'-fluoro-2'-hydroxy-3'-(5-(8-isopropyl-3,8-diazabicyclo[3.2.1]oct-3-yl)-6-methylpyridin-3-yl)-[1,1'-biphenyl]-4-yl)-3-methyl-1H-imidazol-2(3H)-one